(((5-(2-(2-ethylhexyloxy)ethyl)-2-hydroxy-1,3-phenylene)bis(methylene))bis(oxy))dimethanol C(C)C(COCCC=1C=C(C(=C(C1)COCO)O)COCO)CCCC